C(C)(C)(C)C=1C=C(C=C(C1O)C(C)(C)C)CCC(=O)OCCCCCCOC(CCC1=CC(=C(C(=C1)C(C)(C)C)O)C(C)(C)C)=O Hexamethylene bis[3-(3,5-di-tert-butyl 4-hydroxy phenyl) propionate]